tetrahydrofuran-3-yl(4-nitrophenyl) carbonate C(OC1=C(C=C(C=C1)[N+](=O)[O-])C1COCC1)([O-])=O